ClC1=CC=C2C(=CC=NC2=C1)NC(CCCN1C(N(CC1=O)C)=O)C 3-(4-((7-Chloroquinolin-4-yl)amino)pentyl)-1-methylimidazolidine-2,4-dione